benzyl-3-((diphenylphosphoryl)methylene)indolin-2-one butyl-7-(2-hydroxyethyl)-6-oxo-2,7-diazaspiro[4.4]nonane-2-carboxylate C(CCC)OC(=O)N1CC2(CC1)C(N(CC2)CCO)=O.C(C2=CC=CC=C2)N2C(C(C1=CC=CC=C21)=CP(=O)(C2=CC=CC=C2)C2=CC=CC=C2)=O